C1(CC1)N1C=C(C2=C1C=NN(C2=O)CC(=O)N[C@@H](C)C2=CC=C(C=C2)OC)C (S)-2-(1-cyclopropyl-3-methyl-4-oxo-1,4-dihydro-5H-pyrrolo[2,3-d]pyridazin-5-yl)-N-(1-(4-methoxyphenyl)ethyl)acetamide